methyl 6-chloro-3-[(4-methoxyphenyl)methoxy]-2-methylpyridine-4-carboxylate ClC1=CC(=C(C(=N1)C)OCC1=CC=C(C=C1)OC)C(=O)OC